N-(3-(1-(2,6-dioxopiperidin-3-yl)-1H-benzo[d][1,2,3]triazol-5-yl)prop-2-yn-1-yl)-5-(8-(7-isopropyl-1,3-dimethyl-2-oxo-2,3-dihydro-1H-benzo[d]imidazol-5-yl)isoquinolin-3-yl)picolinamide O=C1NC(CCC1N1N=NC2=C1C=CC(=C2)C#CCNC(C2=NC=C(C=C2)C=2N=CC1=C(C=CC=C1C2)C2=CC1=C(N(C(N1C)=O)C)C(=C2)C(C)C)=O)=O